N1=CC=C(C=C1)N[C@H](C)C(=O)O D-4-pyridylalanine